FC1=C(C(=CC=C1)F)CN1C=NN(C1=O)C1=CC(=C(OC2=CC(=NC=C2F)C2NCC23NC(OC3)=O)C=C1)F [4-[4-[4-[(2,6-difluorophenyl)methyl]-5-oxo-1,2,4-triazol-1-yl]-2-fluoro-phenoxy]-5-fluoro-2-pyridyl]-7-oxa-2,5-diazaspiro[3.4]octan-6-one